FC1=CC=C(C=C1)N1N=CC2=C1C=C1CCN(C[C@]1(C2)C(=O)OC)S(=O)(=O)C2=CN=NN2CCC (R)-methyl 1-(4-fluorophenyl)-6-((1-propyl-1H-1,2,3-triazol-5-yl)sulfonyl)-4,4a,5,6,7,8-hexahydro-1H-pyrazolo[3,4-g]isoquinoline-4a-carboxylate